N[C@@H]1CC=C(C1)C(=O)O (1R,4R)-4-aminocyclopentenoic acid